BrCN1N=C(C=C1)C(=O)[O-] 1-bromomethylpyrazole-3-carboxylate